4-Chlorophenyl 3-deoxy-3-[4-(3,4,5-trifluorophenyl)-1H-1,2,3-triazol-1-yl]-1-thio-α-D-galactopyranoside FC=1C=C(C=C(C1F)F)C=1N=NN(C1)[C@@H]1[C@H]([C@@H](SC2=CC=C(C=C2)Cl)O[C@@H]([C@@H]1O)CO)O